C(#N)C=1C=NN2C1C(=CC(=C2)C=2C=CC(=NC2)N(C2CN(CCC2)C(=O)OC(C)(C)C)C)SC2=C(C=CC=C2)C#N tert-butyl 3-[[5-[3-cyano-4-(2-cyanophenyl) sulfanyl-pyrazolo[1,5-a]pyridin-6-yl]-2-pyridyl]-methylamino]piperidine-1-carboxylate